N-[(3R)-1-ethylpiperidin-3-yl]-2,3-dimethoxyacridin-9-amine C(C)N1C[C@@H](CCC1)NC=1C2=CC=CC=C2N=C2C=C(C(=CC12)OC)OC